C(#N)C1=CC(=CC2=C1SC(=C2[2H])N2N=CC(=C2)C(=O)O)C(C)C 1-(7-cyano-5-isopropylbenzo[b]thiophen-2-yl-3-d)-1H-pyrazole-4-carboxylic acid